N[C@H](C(=O)O)CC=1C=C(C=C(C1)CP(=O)(O)O)C1=CC=CC=C1 (S)-alpha-amino-5-(phosphonomethyl)-[1,1'-biphenyl]-3-propionic acid